piperazinic acid N1(CCNCC1)C(=O)O